2-(4-(4-chloro-2-fluorophenyl)cyclohexyl)aniline ClC1=CC(=C(C=C1)C1CCC(CC1)C1=C(N)C=CC=C1)F